C(#C)C1=CC=C(C=C1)C1CCC12CN(CC2)C(=O)C2=CN=CC(N2)=O 6-[(4-Ethynylphenyl)-6-azaspiro[3.4]octane-6-carbonyl]-1H-pyrazin-2-one